tert-butyl 4-{4-[(4-{1-[(tert-butoxy)carbonyl]-1,2,3,6-tetrahydropyridin-4-yl}-3-methylphenyl)carbamoyl]-2-chloro phenyl}-1,2,3,6-tetrahydropyridine-1-carboxylate C(C)(C)(C)OC(=O)N1CCC(=CC1)C1=C(C=C(C=C1)NC(=O)C1=CC(=C(C=C1)C=1CCN(CC1)C(=O)OC(C)(C)C)Cl)C